ClC1=CC(=C(C=C1)[C@@]1(OC2=C(O1)C=CC=C2C2CCN(CC2)CC=2N(C(=CN2)/C=C/C(=O)O)C[C@@H](C)OC(F)F)C)F (E)-3-(2-((4-((S)-2-(4-chloro-2-fluorophenyl)-2-methylbenzo[d][1,3]dioxol-4-yl)piperidin-1-yl)methyl)-1-((R)-2-(difluoromethoxy)propyl)-1H-imidazol-5-yl)acrylic acid